9-fluoro-2-[2-fluoro-2-phenylcyclopropyl]-7-methoxy[1,2,4]triazolo[1,5-c]quinazolin-5-amine FC1=CC=2C=3N(C(=NC2C(=C1)OC)N)N=C(N3)C3C(C3)(C3=CC=CC=C3)F